BrC=1C=CC2=C(C(=N[C@H](C(N2)=O)C)C2=NC=CC=C2F)C1Cl (3S)-7-bromo-6-chloro-5-(3-fluoro-2-pyridinyl)-3-methyl-1,3-dihydro-1,4-benzodiazepine-2-One